[N+](=O)([O-])C=1C=C(C(=O)OC[C@@]2(C=C3C(C(C4(C(=C3C2OC(CCCC(=O)O)=O)C)CC4)(C)O)=O)C)C=C(C1)[N+](=O)[O-] 5-(((2'S)-2'-(((3,5-dinitrobenzoyl)oxy)methyl)-6'-hydroxy-2',4',6'-trimethyl-7'-oxo-2',3',6',7'-tetrahydrospiro[cyclopropane-1,5'-inden]-3'-yl)oxy)-5-oxopentanoic acid